methyl (S)-3-amino-3-phenylpropionate hydrochloride Cl.N[C@@H](CC(=O)OC)C1=CC=CC=C1